(S)-3-(3-(7-chloro-5-(trifluoromethyl)-2,3-dihydrobenzofuran-2-yl)phenyl)-1,2,4-oxadiazol-5(4H)-one ClC1=CC(=CC=2C[C@H](OC21)C=2C=C(C=CC2)C2=NOC(N2)=O)C(F)(F)F